D-β-hydroxybutyryl-CoA OC(CC(=O)SCCNC(CCNC([C@@H](C(COP(OP(OC[C@@H]1[C@H]([C@H]([C@@H](O1)N1C=NC=2C(N)=NC=NC12)O)OP(=O)(O)O)(=O)O)(=O)O)(C)C)O)=O)=O)C